methyl 1-(2-methoxy-4-methylphenyl)cyclopropane-1-carboxylate COC1=C(C=CC(=C1)C)C1(CC1)C(=O)OC